tert-butyl (S)-(1-cycloheptyl-2-((5-(3,5-dimethylisoxazol-4-yl)-3-fluoropyridin-2-yl)amino)-2-oxoethyl)carbamate C1(CCCCCC1)[C@@H](C(=O)NC1=NC=C(C=C1F)C=1C(=NOC1C)C)NC(OC(C)(C)C)=O